3-[5-(3-aminoquinoxalin-2-yl)-1-oxo-2,3-dihydro-1H-isoindol-2-yl]piperidine-2,6-dione NC=1C(=NC2=CC=CC=C2N1)C=1C=C2CN(C(C2=CC1)=O)C1C(NC(CC1)=O)=O